ClC1=NC=CC(=C1CC=1C=NN(C1)CC)OC 2-chloro-3-((1-ethyl-1H-pyrazol-4-yl)methyl)-4-methoxypyridine